2,6-dibenzyloxy-3-[4-[1-(4-bromophenyl)-4-piperidyl]phenyl]pyridine C(C1=CC=CC=C1)OC1=NC(=CC=C1C1=CC=C(C=C1)C1CCN(CC1)C1=CC=C(C=C1)Br)OCC1=CC=CC=C1